FC1=C(C=CC=C1)C1=C(N=C(C=2N1N=CC2)N2CCC1(CC2)[C@@H](C2=C(N=C(O2)C)C1)N[S@](=O)C(C)(C)C)C (R)-N-[(6S)-1'-[7-(2-fluorophenyl)-6-methyl-pyrazolo[1,5-a]pyrazin-4-yl]-2-methyl-spiro[4,6-dihydrocyclopenta[d]oxazol-5,4'-piperidin]-6-yl]-2-methyl-propane-2-sulfinamide